C(C1=CC=CC=C1)=C1C(C2=CC=CC=C2C1)=O benzylideneindenone